5-(2-fluoro-4-(1-methyl-1H-pyrazol-3-yl)benzyl)-N-((1S,2S)-2-hydroxycyclopentyl)-4-oxo-4,5-dihydrofuro[3,2-c]pyridine-7-carboxamide FC1=C(CN2C(C3=C(C(=C2)C(=O)N[C@@H]2[C@H](CCC2)O)OC=C3)=O)C=CC(=C1)C1=NN(C=C1)C